(1-(1H-indole-3-carbonyl)piperidin-4-yl)(5-phenyl-4,5-dihydro-1H-pyrazol-1-yl)methanone N1C=C(C2=CC=CC=C12)C(=O)N1CCC(CC1)C(=O)N1N=CCC1C1=CC=CC=C1